2-(6-benzylsulfanyl-8-chloroimidazo[1,2-a]pyridin-3-yl)-5-(difluoromethyl)-1,3,4-thiadiazole C(C1=CC=CC=C1)SC=1C=C(C=2N(C1)C(=CN2)C=2SC(=NN2)C(F)F)Cl